Cl.C(C1=CC=CC=C1)NCCNCCC[Si](OC)(OC)OC N-(N-benzyl-2-aminoethyl)-3-aminopropyltrimethoxysilane hydrochloride